6-methylguanosine-5'-triphosphate P(O)(=O)(OP(=O)(O)OP(=O)(O)O)OC[C@@H]1[C@H]([C@H]([C@@H](O1)N1C=NC=2C(O)(NC(N)=NC12)C)O)O